1-(4-(2-(4-bromophenyl)-propan-2-yl)thiazol-2-yl)-3-((6-(4-(2-hydroxyethyl)-piperazin-1-yl)pyridin-3-yl)methyl)urea BrC1=CC=C(C=C1)C(C)(C)C=1N=C(SC1)NC(=O)NCC=1C=NC(=CC1)N1CCN(CC1)CCO